(rac)-1-{4-[(2-{3-[(4-methanesulfonyl-2-methoxyphenyl)amino]prop-1-yn-1-yl}-1-(2,2,2-trifluoroethyl)-1H-indol-4-yl)amino]piperidin-1-yl}propan-2-yl propanoate C(CC)(=O)O[C@@H](CN1CCC(CC1)NC1=C2C=C(N(C2=CC=C1)CC(F)(F)F)C#CCNC1=C(C=C(C=C1)S(=O)(=O)C)OC)C |r|